4-((S)-4,4-difluoro-2-methylpyrrolidine-1-carbonyl)-N-((R)-3-hydroxy-3-methylbut-2-yl)-5-(6-((1-methylcyclobutyl)amino)-4-(trifluoromethyl)pyridin-3-yl)thiazole-2-carboxamide FC1(C[C@@H](N(C1)C(=O)C=1N=C(SC1C=1C=NC(=CC1C(F)(F)F)NC1(CCC1)C)C(=O)N[C@H](C)C(C)(C)O)C)F